N4-[(2,3-difluorophenyl)methyl]-6-(3-methylimidazo[1,5-a]pyridin-6-yl)-1,3,5-triazine-2,4-diamine FC1=C(C=CC=C1F)CNC1=NC(=NC(=N1)C=1C=CC=2N(C1)C(=NC2)C)N